(6R)-6-{[2-(1-methyl-1H-pyrazol-4-yl)pyrido[2,3-e][1,2,4]triazolo[1,5-c]pyrimidin-5-yl]amino}-1,4-diazepan-5-one CN1N=CC(=C1)C1=NN2C(=NC3=C(C2=N1)N=CC=C3)N[C@H]3C(NCCNC3)=O